C(C)S(=O)(=O)C1=NN2C(N=CC=C2SC)=C1C1=NC=2C(=NC=C(C2)C(F)(F)F)N1C 2-(2-(ethylsulfonyl)-7-(methylsulfanyl)pyrazolo[1,5-a]pyrimidin-3-yl)-3-methyl-6-(trifluoromethyl)-3H-imidazo[4,5-b]pyridine